2-methoxy-5-(oxo-methyl)benzenesulfonyl fluoride COC1=C(C=C(C=C1)C=O)S(=O)(=O)F